S1S[C@@H](CC1)CCCCCN1C(CCC1=O)=O (R)-1-[5-(1,2-dithiolan-3-yl)-pentan-1-yl]pyrrolidine-2,5-dione